C(C)(=O)OC1CCC2=C1N=C(N=C2Cl)Cl 2,4-dichloro-5H,6H,7H-cyclopenta[d]pyrimidin-7-yl acetate